O=C1C=C(C=NN1CCC(=O)O)C1=NC=CC=N1 3-(6-oxo-4-pyrimidin-2-yl-pyridazin-1-yl)propionic acid